CC=1C(=C(C=C(C1)C(F)(F)F)O)C1=CC2=C(N=N1)N(C=C2C)[C@H]2CNCCC2 3-methyl-2-{5-methyl-7-[(3R)-piperidin-3-yl]-7H-pyrrolo[2,3-c]pyridazin-3-yl}-5-(trifluoromethyl)phenol